FC=1C=C(C=NC1)[C@H]([C@H]1N(C2(CC1C2)C)C(=O)OC(C)(C)C)O tert-butyl (S)-3-((R)-(5-fluoropyridin-3-yl)(hydroxy)methyl)-1-methyl-2-azabicyclo[2.1.1]-hexane-2-carboxylate